C(C)(C)C1=C(C=CC=C1)CC(=O)N (2-isopropylphenyl)acetamide